FCCCN(CC[C@@H](C(=O)O)NC1=NC(=NC=C1)C(F)(F)F)CCCCC1=NC=2NCCCC2C=C1 (S)-4-((3-fluoropropyl)(4-(5,6,7,8-tetrahydro-1,8-naphthyridin-2-yl)butyl)amino)-2-((2-(trifluoromethyl)pyrimidin-4-yl)amino)butanoic acid